ClC=1C=C2CCN(CC2=C(C1)[C@H]1N(CCC1)C(=O)[O-])C(=O)C=1C=NN(C1)CC (S)-2-[6-chloro-2-(1-Ethyl-1H-pyrazole-4-carbonyl)-1,2,3,4-tetrahydro-isoquinolin-8-yl]pyrrolidine-1-carboxylate